methyl 2-chloro-1H-benzo[d]imidazole-7-carboxylate ClC1=NC2=C(N1)C(=CC=C2)C(=O)OC